FC(C(=O)O)(F)F.C1(=CC=C(C=C1)[C@@H]1C[C@@H](NCC1)C(=O)N1[C@@H](CC1)C(=O)NCC1=C(C=CC(=C1)Cl)N1N=NN=C1)C1=CC=CC=C1 (S)-1-((2R,4S)-4-([1,1'-biphenyl]-4-yl)piperidine-2-carbonyl)-N-(5-chloro-2-(1H-tetrazol-1-yl)benzyl)azetidine-2-carboxamide trifluoroacetate